(1r,2s)-5'-methoxy-2-{3-[(5-methoxypyrimidin-4-yl)amino]-1H-indazol-6-yl}spiro[cyclopropane-1,3'-indol]-2'(1'H)-one COC=1C=C2[C@]3(C(NC2=CC1)=O)[C@@H](C3)C3=CC=C1C(=NNC1=C3)NC3=NC=NC=C3OC